FC=1C=C(C=CC1N1[C@H]2CS(C[C@@H]1CC2)=O)N2C(O[C@H](C2)CNC(CCC)=O)=O N-(((5S)-3-(3-fluoro-4-((1R,5S)-3-oxo-3-thia-8-azabicyclo[3.2.1]oct-8-yl)phenyl)-2-oxooxazolidin-5-yl)methyl)butanamide